NC(CC[C@@H](C#C)NC(CCC(C)C)=O)=O (S)-1-(((S)-6-amino-6-oxohex-1-yn-3-yl)amino)-4-methyl-1-oxopentan